(R)-N-(1-hydroxybutan-2-yl)-4-methoxy-2-(2-methoxy-4,6-bis(trifluoromethyl)phenyl)quinoline-7-carboxamide OC[C@@H](CC)NC(=O)C1=CC=C2C(=CC(=NC2=C1)C1=C(C=C(C=C1C(F)(F)F)C(F)(F)F)OC)OC